FC1=CC=C(C=C1)C=1N=C(NC1C=1C=CC2=C(N(C=N2)C)C1)C 6-(4-(4-Fluorophenyl)-2-methyl-1H-imidazol-5-yl)-1-methyl-1H-benzo[d]imidazole